OC[C@H]1N(C/C(/C1)=N/OC)C(=O)C1=CC=C(C=2OCOC21)C2=C(C(=CC=C2)C(F)(F)F)C (S,E)-(2-(Hydroxymethyl)-4-(methoxyimino)pyrrolidin-1-yl)(7-(2-methyl-3-(trifluoromethyl)phenyl)benzo[d][1,3]dioxol-4-yl)methanone